(S*)-6-(4-Ethyl-3-(hydroxymethyl)-5-oxo-4,5-dihydro-1H-1,2,4-triazol-1-yl)-7-fluoro-4-isopropyl-2-(o-tolyl)-3,4-dihydroisoquinolin-1(2H)-one C(C)N1C(=NN(C1=O)C=1C=C2[C@@H](CN(C(C2=CC1F)=O)C1=C(C=CC=C1)C)C(C)C)CO |o1:11|